BrC=1C(=NN2C1N=C(NC2=O)S)C=2N=NC=CC2 8-bromo-7-(pyridazin-3-yl)-2-sulfanyl-3H-pyrazolo[1,5-a][1,3,5]triazin-4-one